5-Isopropyl-N-(2-(3-methyl-1H-pyrazol-4-yl)pyrimidin-4-yl)-8-((2R,3S)-2-methyl-3-((methanesulfonyl)methyl)azetidin-1-yl)isoquinolin-3-amine C(C)(C)C1=C2C=C(N=CC2=C(C=C1)N1[C@@H]([C@H](C1)CS(=O)(=O)C)C)NC1=NC(=NC=C1)C=1C(=NNC1)C